C(CCCCCCCCCCC)[Si](OC)(OC)OC n-dodecyl-trimethoxysilicon